(E)-N-(4-(1-(4-(1-(4-((2-(2,6-dioxopiperidin-3-yl)-3-oxoisoindoline-4-yl)thio)butyl)piperidin-4-yl)benzoyl)piperidin-4-yl)butyl)-3-(pyridin-3-yl)acrylamide O=C1NC(CCC1N1CC2=CC=CC(=C2C1=O)SCCCCN1CCC(CC1)C1=CC=C(C(=O)N2CCC(CC2)CCCCNC(\C=C\C=2C=NC=CC2)=O)C=C1)=O